(6R)-3-(2-{[6,6-dimethylpiperidin-3-yl]amino}-5-(trifluoromethyl)pyrimidin-4-yl)-6,7-dimethyl-1H,4H,5H,6H,7H,8H-pyrrolo[2,3-c]azepin-8-one CC1(CCC(CN1)NC1=NC=C(C(=N1)C1=CNC=2C(N([C@@H](CCC21)C)C)=O)C(F)(F)F)C